C(CCC)NC(=O)NCCCC 1,3-dibutyl-urea